C(C)(C)(C)OC(=O)N1C[C@@H]([C@H](C1)NC)OC (3s,4s)-3-methoxy-4-(methylamino)pyrrolidine-1-carboxylic acid tert-butyl ester